lithium monobutyl hydride CCCC.[Li]